mercury (i) butyl 3-(4-((6-amino-1-(methylamino)-2,7-naphthyridin-4-yl)ethynyl)phenoxy)azetidine-1-carboxylate NC=1C=C2C(=CN=C(C2=CN1)NC)C#CC1=CC=C(OC2CN(C2)C(=O)OCCCC)C=C1.[Hg+]